((S)-2-(2-hydroxypropan-2-yl)azetidin-1-yl)methanone OC(C)(C)[C@H]1N(CC1)C=O